ClC1=C(C(=CC=C1)F)N1C=2N(C3=C(C1=O)C=NC(=N3)NC3=CC(=C(C=C3)N3C[C@@H](N([C@@H](C3)C)C(C)C)C)C)CCN2 6-(2-chloro-6-fluorophenyl)-2-((4-((3S,5R)-4-isopropyl-3,5-dimethylpiperazin-1-yl)-3-methylphenyl)amino)-8,9-dihydroimidazo[1,2-a]pyrimido[5,4-e]pyrimidin-5(6H)-one